FC=1C(=NC=C(C1)C(F)(F)F)CC1CC2(CNC2)C1 6-[[3-Fluoro-5-(trifluoromethyl)-2-pyridinyl]methyl]-2-azaspiro[3.3]heptane